N-(3-(2-methoxyethoxy)-4-((5-methyl-3-nitropyridin-2-yl)oxy)phenyl)acrylamide COCCOC=1C=C(C=CC1OC1=NC=C(C=C1[N+](=O)[O-])C)NC(C=C)=O